tert-Butyl (3R)-3-{[5-(2-methoxyethoxy)-1-trityl-1H-indazol-3-yl]carbamoyl}piperidine-1-carboxylate COCCOC=1C=C2C(=NN(C2=CC1)C(C1=CC=CC=C1)(C1=CC=CC=C1)C1=CC=CC=C1)NC(=O)[C@H]1CN(CCC1)C(=O)OC(C)(C)C